C1(CCC1)C1=CC=2C(N=C1)=NN(C2)C=2C=C(C=CC2F)NC(=O)N2C[C@@H](CC2)F (3R)-N-(3-{5-cyclobutyl-2H-pyrazolo[3,4-b]pyridin-2-yl}-4-fluorophenyl)-3-fluoropyrrolidine-1-carboxamide